CC1C(C(C(CC1)C)C(=O)OCCC)C(=O)OCCC dipropyl 3,6-dimethylcyclohexane-1,2-dicarboxylate